tert-butyl 4-(4-(3-(4-methoxybenzyl)-2,4-dioxotetrahydropyrimidin-1(2H)-yl)-2-methyl-1H-pyrrolo[2,3-b]pyridin-1-yl)piperidine-1-carboxylate COC1=CC=C(CN2C(N(CCC2=O)C2=C3C(=NC=C2)N(C(=C3)C)C3CCN(CC3)C(=O)OC(C)(C)C)=O)C=C1